cyanoethoxydiisopropylphosphinyl-(R)-3-amino-1,2-propanediol C(#N)CCO[C@@](C(CN)O)(O)P(=O)(C(C)C)C(C)C